4-(4,4,5,5-tetramethyl-1,3,2-dioxaborolan-2-yl)piperidine CC1(OB(OC1(C)C)C1CCNCC1)C